C1(CC1)[C@H](C)N (S)-1-cyclopropyl-ethan-1-amine